1-(3,6-difluoro-9H-carbazol-9-yl)-3-((3-(isopropylamino)propyl)amino)-2-methylpropan-2-ol FC=1C=CC=2N(C3=CC=C(C=C3C2C1)F)CC(CNCCCNC(C)C)(O)C